(3-hydroxypropyl)trimethylammonium chloride [Cl-].OCCC[N+](C)(C)C